4-((2-(4-fluorophenyl)quinolin-4-yl)thio)butyl 2-oxo-2H-chromene-3-carboxylate O=C1OC2=CC=CC=C2C=C1C(=O)OCCCCSC1=CC(=NC2=CC=CC=C12)C1=CC=C(C=C1)F